(2Z)-4-oxo-4-[3-(trifluoromethyl)-5,6-dihydro-[1,2,4]triazolo[4,3-a]pyrazin-7(8H)-yl]-1-(2,4,5-trifluorophenyl)butan-2-en-2-amine O=C(\C=C(\CC1=C(C=C(C(=C1)F)F)F)/N)N1CC=2N(CC1)C(=NN2)C(F)(F)F